2-fluoro-6-propyl-phenyl-naphthalene FC1=C(C(=CC=C1)CCC)C1=CC=CC2=CC=CC=C12